C12(CC3CC(CC(C1)C3)C2)CN2N=CC=C2C 1-(adamantan-1-ylmethyl)-5-methyl-1H-pyrazol